1,11-difluoro-5-undecene FCCCCC=CCCCCCF